FC(C=1C(=NC=CC1)C(C)=O)(F)F 1-[3-(trifluoromethyl)-2-pyridinyl]ethanone